2-(4,4-diethoxypiperidin-2-yl)acetonitrile C(C)OC1(CC(NCC1)CC#N)OCC